1-(2,6-dichlorophenyl)-4-((5-(3,3,4,4-tetrafluoropyrrolidine-1-carbonyl)pyridin-2-yl)amino)-1H-pyrazole-3-carboxamide ClC1=C(C(=CC=C1)Cl)N1N=C(C(=C1)NC1=NC=C(C=C1)C(=O)N1CC(C(C1)(F)F)(F)F)C(=O)N